N-(6-{[5-cyclopropyl-1-(oxan-2-yl)-1H-pyrazol-3-yl]amino}-5-methoxy-1,2-benzoxazol-3-yl)-4-formyl-2,6-dimethoxy-N-[(4-methoxyphenyl)methyl]benzene-1-sulfonamide C1(CC1)C1=CC(=NN1C1OCCCC1)NC1=CC2=C(C(=NO2)N(S(=O)(=O)C2=C(C=C(C=C2OC)C=O)OC)CC2=CC=C(C=C2)OC)C=C1OC